ethyl 3-(2-(azidomethyl)-5-cyclopropylpyrazolo[1,5-a]pyridin-7-yl)propanoate N(=[N+]=[N-])CC1=NN2C(C=C(C=C2CCC(=O)OCC)C2CC2)=C1